silicon-barium-iron [Fe].[Ba].[Si]